FC1=CC=C(C=C1)C#CC=1C=C(C(=O)NCC=2C=NC=3N(C2)C=CN3)C=CC1S(=O)(=O)CC1=NN(C=C1)C 3-((4-fluorophenyl)ethynyl)-N-(imidazo[1,2-a]pyrimidin-6-ylmethyl)-4-(((1-methyl-1H-pyrazol-3-yl)methyl)sulfonyl)benzamide